3,3'-(ethane-1,2-diylbis(oxy))bis(propan-1-amine) C(COCCCN)OCCCN